trimethyl-hydroxyethyl-ammonium chloride salt [Cl-].C[N+](CCO)(C)C